(3,4-dihydroxyphenyl)propanamide OC=1C=C(C=CC1O)C(C(=O)N)C